FC(C=1C=C(C=C(C1)C(F)(F)F)C1=NN(C=N1)\C=C/C(=O)N1CC(C1)(CC=1C=NC=CC1)F)(F)F (Z)-3-(3-(3,5-bis(trifluoromethyl)phenyl)-1H-1,2,4-triazol-1-yl)-1-(3-fluoro-3-(pyridin-3-ylmethyl)azetidin-1-yl)prop-2-en-1-one